3,5-dicarboxybenzenesulfonic acid, butyl-triphenyl-phosphonium salt C(CCC)[P+](C1=CC=CC=C1)(C1=CC=CC=C1)C1=CC=CC=C1.C(=O)([O-])C=1C=C(C=C(C1)C(=O)[O-])S(=O)(=O)[O-].C(CCC)[P+](C1=CC=CC=C1)(C1=CC=CC=C1)C1=CC=CC=C1.C(CCC)[P+](C1=CC=CC=C1)(C1=CC=CC=C1)C1=CC=CC=C1